CC1=C(CS(=O)(=O)C2=CC3=C(S\C(\C(N3)=O)=C/C3=CC=C(C=C3)C)C=C2)C(=CC=C1)C (Z)-6-((2,6-dimethylbenzyl)sulfonyl)-2-(4-methylbenzylidene)-2H-benzo[b][1,4]thiazin-3(4H)-one